N-(5-(5-methoxybenzo[d]oxazol-2-yl)-8-((methyl-d3)amino)-2,7-naphthyridin-3-yl)cyclopropanecarboxamide COC=1C=CC2=C(N=C(O2)C2=C3C=C(N=CC3=C(N=C2)NC([2H])([2H])[2H])NC(=O)C2CC2)C1